3,8'-biquinoline N1=CC(=CC2=CC=CC=C12)C=1C=CC=C2C=CC=NC12